(6-(3-(2-hydroxybutyl)ureido)-2,3-diphenylquinolin-4-yl)methanesulfonamide OC(CNC(NC=1C=C2C(=C(C(=NC2=CC1)C1=CC=CC=C1)C1=CC=CC=C1)CS(=O)(=O)N)=O)CC